NCCNCCNCCN 1,2-Bis(2-aminoethyl-amino)ethane